FC1=C(C(=O)N[C@@H](C(N2CCC3(C(CNC3=O)C3=NC=CC=C3)CC2)=O)C(C)C)C=C(C=C1)C(F)(F)F 2-fluoro-N-((2R)-3-methyl-1-oxo-1-(1-oxo-4-(pyridin-2-yl)-2,8-diazaspiro[4.5]decan-8-yl)butan-2-yl)-5-(trifluoromethyl)benzamide